CN(C=1C=CC=2N(C3=CC=C(C=C3SC2C1)N(C)C)C(=O)C1=CC=CC=C1)C [3,7-bis(dimethylamino)phenothiazin-10-yl]-phenylmethanone